C(=O)(O)CSC(SCC(=O)O)=S bis(carboxymethyl)-trithiocarbonate